1-[3-(8-aminooctyl)-5-chloro-phenyl]-3-[[2-(2,6-dioxo-3-piperidyl)-1-oxo-isoindolin-5-yl]methyl]urea NCCCCCCCCC=1C=C(C=C(C1)Cl)NC(=O)NCC=1C=C2CN(C(C2=CC1)=O)C1C(NC(CC1)=O)=O